propanhydrazide C(CC)(=O)NN